2,6-dimethylphenyl triflate O(S(=O)(=O)C(F)(F)F)C1=C(C=CC=C1C)C